C(C1=CC=CC=C1)(=O)O[C@@H]1[C@H](O[C@H]([C@@H]1OC)N1C(N(C(C=C1)=O)COCC1=CC=CC=C1)=O)OCP(=O)(OCC)OCC (2R,3S,4R,5R)-5-(3-((benzyloxy)methyl)-2,4-dioxo-3,4-dihydropyrimidin-1(2H)-yl)-2-((diethoxyphosphoryl)methoxy)-4-methoxytetrahydrofuran-3-yl benzoate